NC1=NC(=NC2=C(C=CC=C12)C1=NC=CC(=C1)NC(C#C)=O)NC1=CC=C(C=C1)N1CCN(CC1)C N-(2-(4-amino-2-((4-(4-methylpiperazin-1-yl)phenyl)amino)quinazolin-8-yl)pyridin-4-yl)propynamide